methyl 1-(bromomethyl)-3-chlorobenzoate BrCC1(C(=O)OC)CC(=CC=C1)Cl